C(=O)O.FC(OC1=CC=C(C=C1)C1=NOC(=N1)N1CCC(CC1)C(=O)NCC1CN(CC1)CC1=CC=C(C=C1)C)F 1-(3-(4-(Difluoromethoxy)phenyl)-1,2,4-oxadiazol-5-yl)-N-((1-(4-methylbenzyl)pyrrolidin-3-yl)methyl)piperidine-4-carboxamide formate